5-(hydroxymethyl)imidazolidine OCC1CNCN1